O=C1CC(CC1)C1=CC=C(C=C1)NC(C)=O N-(4-(3-Oxocyclopentyl)phenyl)acetamide